(9-[(2-fluorophenyl)methoxy]-1h,3h,4h,5h-[1,4]diazepino[1,2-b]indazol-1-one-2-yl)-3-hydroxypropionamide FC1=C(C=CC=C1)COC=1C=CC2=C3N(N=C2C1)CCCN(C3=O)C(C(=O)N)CO